2-Fluoro-5-((6-fluoro-4-((2-iodothiazol-4-yl)methyl)-1-tosyl-1H-indol-5-yl)oxy)benzonitrile FC1=C(C#N)C=C(C=C1)OC=1C(=C2C=CN(C2=CC1F)S(=O)(=O)C1=CC=C(C)C=C1)CC=1N=C(SC1)I